N1C=CC2=CC(=CC=C12)C1(C(N(C(C12CCN(CC2)C([C@@H](C(C)C)NC(C2=C(C=CC(=C2)C(F)(F)F)F)=O)=O)=O)C)=O)C N-((2R)-1-(4-(1H-indol-5-yl)-2,4-dimethyl-1,3-dioxo-2,8-diazaspiro[4.5]decan-8-yl)-3-methyl-1-oxobutan-2-yl)-2-fluoro-5-(trifluoromethyl)benzamide